Azafluoren N1=CC=CC=2C3=CC=CC=C3CC12